C1(CCCC1)N1C(=NN=C1)C1=CC=CC(=N1)NC(=O)C1=CC2=C(NC1=O)N(N=C2C(F)(F)F)CC2=CC=C(C=C2)OC N-(6-(4-cyclopentyl-4H-1,2,4-triazol-3-yl)pyridin-2-yl)-1-(4-methoxybenzyl)-6-oxo-3-(trifluoromethyl)-6,7-dihydro-1H-pyrazolo[3,4-b]pyridine-5-carboxamide